3,3,4,4,5,5,6,6,7,7,8,8,9,9,10,10,10-heptadecafluorodecyl methacrylate C(C(=C)C)(=O)OCCC(C(C(C(C(C(C(C(F)(F)F)(F)F)(F)F)(F)F)(F)F)(F)F)(F)F)(F)F